acryloyl-propyl-tri(methoxyethoxy)silane C(C=C)(=O)CCC[Si](OCCOC)(OCCOC)OCCOC